ClC=1C=NN2C1N=C(N=C2NC(CCCN(CCO)CC)C)C2=C(C=CC=C2F)F 2-((4-((8-chloro-2-(2,6-difluorophenyl)pyrazolo[1,5-a][1,3,5]triazin-4-yl)amino)pentyl)(ethyl)amino)ethan-1-ol